(6-bromopyridin-3-yl)(1H-indol-3-yl)methanone Ethyl-5-amino-1-(4-methoxybenzyl)-3-(5-methylpyridazin-4-yl)-1H-pyrazole-4-carboxylate C(C)OC(=O)C=1C(=NN(C1N)CC1=CC=C(C=C1)OC)C1=CN=NC=C1C.BrC1=CC=C(C=N1)C(=O)C1=CNC2=CC=CC=C12